(S)-2-(3-((2-(4-(3-(tert-butoxy)-2-((tert-butoxycarbonyl)amino)-3-oxopropyl)phenoxy)ethyl)amino)-3-oxopropoxy)-N,N,N-trimethylethan-1-aminium 2,2,2-trifluoroacetate FC(C(=O)[O-])(F)F.C(C)(C)(C)OC([C@H](CC1=CC=C(OCCNC(CCOCC[N+](C)(C)C)=O)C=C1)NC(=O)OC(C)(C)C)=O